FC=1C(=NC=C(C1)F)I 3,5-difluoro-2-iodo-pyridine